Cobalt diacetate C(C)(=O)[O-].C(C)(=O)[O-].[Co+2]